((R)-1-((R)-5-morpholino-5-oxo-2-(pyrazine-2-carboxamido)pentanamido)-4-phenylbutyl)boronic acid O1CCN(CC1)C(CC[C@H](C(=O)N[C@@H](CCCC1=CC=CC=C1)B(O)O)NC(=O)C1=NC=CN=C1)=O